C(C)(C)(C)OC(CN1CCNCCN(CCNCC1)[C@H](C(=O)OC(C)(C)C)CCC(=O)OC)=O 1-tert-Butyl 5-methyl (2S)-2-{7-[2-(tert-butoxy)-2-oxoethyl]-1,4,7,10-tetraazacyclododecan-1-yl}pentanedioate